[Ce].C(C(=O)O)(=O)O oxalic acid cerium